N-(2-chlorophenyl)-2-(6-oxo-3-(thiophen-2-yl)pyridazin-1(6H)-yl)acetamide ClC1=C(C=CC=C1)NC(CN1N=C(C=CC1=O)C=1SC=CC1)=O